FC(OC=1C=C(CNC(O[C@H]2[C@H](NC[C@@H]2O)CC2=CC=C(C=C2)C2=CN=CO2)=O)C=CC1)F (2R,3S,4S)-4-hydroxy-2-(4-(oxazol-5-yl)benzyl)pyrrolidin-3-yl (3-(difluoromethoxy)benzyl)carbamate